CCCC(CCCCCCCC(CCCC)O)O hexadecane-4,12-diol